ClC1=C(C=CC(=N1)C1=CC(=NC=C1)C)OC[C@@](CC(C)C)(C)NC(OC(C)(C)C)=O (S)-tert-butyl (1-((6-chloro-2'-methyl-[2,4'-bipyridin]-5-yl)oxy)-2,4-dimethylpentan-2-yl)carbamate